C[C@@]1(N(CCC1)C(CCCCCBr)=O)C(=O)O methyl-6-bromohexanoyl-proline